N-(5-(6-(2-bromo-6-chloro-4-(trifluoromethyl)phenyl)-1-oxo-3,4-dihydroisoquinolin-2(1H)-yl)-2-hydroxyphenyl)methanesulfonamide BrC1=C(C(=CC(=C1)C(F)(F)F)Cl)C=1C=C2CCN(C(C2=CC1)=O)C=1C=CC(=C(C1)NS(=O)(=O)C)O